[Si](C)(C)(C(C)(C)C)OCC1=NC=C(C=C1Cl)C#CC1(CC1)C 2-(((tert-butyldimethylsilyl)oxy)methyl)-3-chloro-5-((1-methylcyclopropyl)ethynyl)pyridine